C(C1=CC=CC=C1)N1CC(OCC1)CN1CCC(CC1)C1=CC=CC=C1 4-benzyl-2-{[4-phenylpiperidin-1-yl]methyl}morpholine